2-Chloro-5-((4-(2-(4-chlorophenyl)-6,8-difluoroimidazo[1,2-a]pyridin-3-yl)-1H-1,2,3-triazol-1-yl)methyl)-benzamide ClC1=C(C(=O)N)C=C(C=C1)CN1N=NC(=C1)C1=C(N=C2N1C=C(C=C2F)F)C2=CC=C(C=C2)Cl